C1(C=CC(N1CCCCNC(C1=CC=CC=C1)=O)=O)=O N-(4-maleimidobutyl)benzamide